S(=O)(=O)([O-])[O-].[Cu+2].[Cu] copper-copper (II) sulphate